(R,6S)-N'-(((R)-2-fluoro-1,2,3,5,6,7-hexahydro-s-indacen-4-yl)carbamoyl)-6-methoxy-6,7-dihydro-5H-pyrazolo[5,1-b][1,3]oxazine-3-sulfonimidamide F[C@@H]1CC2=CC=3CCCC3C(=C2C1)NC(=O)N=[S@](=O)(N)C=1C=NN2C1OC[C@H](C2)OC